OC1(CN(C1)C(=O)OC(C)(C)C)C1=CC=C(C=C1)OC tert.-Butyl 3-hydroxy-3-(4-methoxyphenyl)azetidine-1-carboxylate